[I-].C(CCCCCCCCCCCCCCC)N(C1=CC=C(C=CC2=CC=[N+](C=C2)C)C=C1)CCCCCCCCCCCCCCCC 4-(4-Dihexadecylaminostyryl)-N-methylpyridinium iodide